C1N(CC2=NC=3CCCCC3C=C21)C(CC2CN(C2)C=2C=NC(=CC2)C(F)(F)F)=O 1-(1,3,5,6,7,8-Hexahydro-pyrrolo[3,4-b]quinolin-2-yl)-2-[1-(6-trifluoromethyl-pyridin-3-yl)-azetidin-3-yl]-ethanone